C(C)OC=1C(=NC(=CC1)C1=CC=C(C=C1)F)C(=O)OCC Ethyl 3-ethoxy-6-(4-fluorophenyl)picolinate